NC1(CCC1)C(=O)O (1-aminocyclobutyl)carboxylic acid